CC(=CCC=1C(CCCC1)=O)C 2-(3-methyl-2-butenyl)cyclohexenone